methyl 2-((1R,2R,3R,8S)-4-((S*)-6-(2-chloro-4-fluorophenyl)-5-(methoxycarbonyl)-2-(thiazol-2-yl)-3,6-dihydropyrimidin-4-yl)cuban-1-yl)oxazole-4-carboxylate ClC1=C(C=CC(=C1)F)[C@@H]1C(=C(NC(=N1)C=1SC=CN1)C12C3C4C5(C(C14)C2C53)C=5OC=C(N5)C(=O)OC)C(=O)OC |o1:8|